2-((4-((S)-2-(5-Chloropyridin-2-yl)-2-methylbenzo[d][1,3]dioxol-4-yl)piperidin-1-yl)methyl)-4-(2-fluoroethoxy)-1-(((S)-oxetan-2-yl)methyl)-1H-benzo[d]imidazole-6-carboxylic acid ClC=1C=CC(=NC1)[C@@]1(OC2=C(O1)C=CC=C2C2CCN(CC2)CC2=NC1=C(N2C[C@H]2OCC2)C=C(C=C1OCCF)C(=O)O)C